CN1N=C(C=C1C(=O)N)C(F)(F)F 2-methyl-5-(trifluoromethyl)pyrazole-3-carboxamide